ClC1=C(CN2C(C=CC(=C2)C2=NC(=NC(=C2)C(F)(F)F)S(=O)(=O)CCC(N2CCCCC2)=O)=O)C=C(C(=C1)OC)OC 1-(2-chloro-4,5-dimethoxybenzyl)-5-(2-((3-oxo-3-(piperidin-1-yl)propyl)sulfonyl)-6-(trifluoromethyl)pyrimidin-4-yl)pyridin-2(1H)-one